BrC1=NN(C(N1C)=O)CC1=CC=C(C=C1)OC 3-bromo-1-[(4-methoxyphenyl)methyl]-4-methyl-4,5-dihydro-1H-1,2,4-triazol-5-one